3-[6-({4-[2-amino-6-(m-cyanophenyl)-4-pyrimidinyl]-1H-1,2,3-triazol-1-yl}methyl)-2-pyridinyl]-2,2-dimethylpropionic acid NC1=NC(=CC(=N1)C=1N=NN(C1)CC1=CC=CC(=N1)CC(C(=O)O)(C)C)C1=CC(=CC=C1)C#N